1-(4-(2-(2-cyclopropyl-5-fluoropyridin-4-yl)-3-isopropyl-1H-indol-5-yl)piperidin-1-yl)-2-(dimethylamino)ethan-1-one C1(CC1)C1=NC=C(C(=C1)C=1NC2=CC=C(C=C2C1C(C)C)C1CCN(CC1)C(CN(C)C)=O)F